6,7-dihydro[1,3]Thiazolo[5,4-c]Pyridine-2,5(4H)-dicarboxylic acid 5-tert-butyl ester 2-ethyl ester CCOC(=O)C=1SC=2CN(CCC2N1)C(=O)OC(C)(C)C